NC=1C(=NC(=C(N1)C=1OC=CN1)C1=CN(C(C=C1)=O)C)C(=O)NCC1=C(C=CC=C1F)F 3-amino-N-(2,6-difluorobenzyl)-6-(1-methyl-6-oxo-1,6-dihydropyridin-3-yl)-5-(oxazol-2-yl)pyrazine-2-carboxamide